ClC1=NC(=CC(=C1)C1OCCOC1)S(=O)(=O)C 2-chloro-4-(1,4-dioxan-2-yl)-6-methanesulfonylpyridine